2-cyano-3-(4-chlorophenyl)acrylic acid C(#N)C(C(=O)O)=CC1=CC=C(C=C1)Cl